ClC1=CC2=C3N=C(C=4C(NC5=CC=NC(C6=CC=CC(C(N(CCCN(C3=N1)C)C)=O)=C6C)=C5C4)=O)N2 7-chloro-10,14,30-trimethyl-3,8,10,14,22,26,31-heptaazahexacyclo[19.6.2.12,5.116,20.04,9.025,29]hentriaconta-1(28),2,4,6,8,16(30),17,19,21(29),22,24-undecaene-15,27-dione